COC1=CC=C(CN(C=2C=3N(C(=C(N2)C=2C=C(C#N)C=CC2)Br)N=C(N3)S(=O)(=O)C3=CC=CC=C3)CC3=CC=C(C=C3)OC)C=C1 3-(8-(bis(4-methoxybenzyl)amino)-5-bromo-2-(phenylsulfonyl)-[1,2,4]triazolo[1,5-a]pyrazin-6-yl)benzonitrile